S(=O)(=O)(O)[O-].C(CCC)[NH3+] n-butylammonium hydrogen sulfate